CN(/C=C/C(=O)C12CC(C1)(C2)NC(OC(C)(C)C)=O)C (E)-tert-butyl (3-(3-(dimethylamino)acryloyl)bicyclo[1.1.1]pentan-1-yl)carbamate